(3Z)-1-bromo-17,17-dimethoxy-3-heptadecene BrCC\C=C/CCCCCCCCCCCCC(OC)OC